2-(1-hydroxyethyl)thiazole-4-carboxylic acid OC(C)C=1SC=C(N1)C(=O)O